CC1(OC[C@@H](N1C(=O)OC(C)(C)C)C#C[Si](C(C)C)(C(C)C)C(C)C)C tert-butyl (4S)-2,2-dimethyl-4-[2-(triisopropylsilyl)ethynyl]-1,3-oxazolidine-3-carboxylate